FC(C1(CC1)C=1C(=NC=CC1)N)(F)F (1-(trifluoromethyl)cyclopropyl)pyridin-2-amine